tert-Butyl (3R)-3-{[5-(4,4,5,5-tetramethyl-1,3,2-dioxaborolan-2-yl)-1-trityl-1H-indazol-3-yl]carbamoyl}piperidine-1-carboxylate CC1(OB(OC1(C)C)C=1C=C2C(=NN(C2=CC1)C(C1=CC=CC=C1)(C1=CC=CC=C1)C1=CC=CC=C1)NC(=O)[C@H]1CN(CCC1)C(=O)OC(C)(C)C)C